2,7-dimethyl-5-(tetramethyl-1,3,2-dioxaborolan-2-yl)-2H-indazole CN1N=C2C(=CC(=CC2=C1)B1OC(C(O1)(C)C)(C)C)C